methacryloxypropyl-tris(dimethylsilyloxy)silane C(C(=C)C)(=O)OCCC[Si](O[SiH](C)C)(O[SiH](C)C)O[SiH](C)C